P(=O)(O)(O)O[C@H]1[C@]([C@@H](O[C@@]1(CO)OC)N1C(=O)N=C(N)C=C1)(O)F 2'-fluoro-4'-methoxycytidine-3'-phosphate